C(C)(C)(C)OC(=O)N[C@@H](C(=O)NCC1=CC=CC=C1)CO (R)-2-tert-Butoxycarbonylamino-3-hydroxy-N-benzylpropionamide